tertiary butyl methyl ketone CC(=O)C(C)(C)C